COC1=NC(=NC(=C1)OC)C=O (4,6-dimethoxypyrimidin-2-yl)methanone